N-((R)-1-benzylpiperidin-3-yl)-5-(2-(6-chloro-1H-indol-3-yl)acetyl)-2-(4-isopropoxy-3-methoxybenzoyl)octahydro-1H-pyrrolo[3,4-c]pyridine-7-carboxamide C(C1=CC=CC=C1)N1C[C@@H](CCC1)NC(=O)C1C2C(CN(C1)C(CC1=CNC3=CC(=CC=C13)Cl)=O)CN(C2)C(C2=CC(=C(C=C2)OC(C)C)OC)=O